FC1=C(C(=O)N[C@@H](C(=O)N2CCC3(C(CN(C3)C)C3=CC=C(C=C3)C)CC2)C(C)C)C=C(C=C1)C(F)(F)F 2-fluoro-N-((2R)-3-methyl-1-(2-methyl-4-(p-tolyl)-2,8-diazaspiro[4.5]decan-8-yl)-1-oxobutan-2-yl)-5-(trifluoromethyl)benzamide